NC1=C(C=NN1C(C)(C)C)C(=O)O 5-amino-1-tert-butyl-1H-pyrazole-4-carboxylic acid